C1(=C(C=CC=C1)C#CC1=NNC=2C1=NC(=CC2)C(=O)N2CC1(C2)CNCCC1)C1=CC=CC=C1 (3-([1,1'-Biphenyl]-2-ylethynyl)-1H-pyrazolo[4,3-b]pyridin-5-yl)(2,6-diazaspiro[3.5]nonan-2-yl)methanone